BrC1=C2C(=NC(=C1Cl)N)CCO2 7-bromo-6-chloro-2,3-dihydrofuro[3,2-b]pyridin-5-amine